2-[(2,6-difluoro-4-pyridyl)-(2-methoxy-acetyl)amino]-N-(2,2-dimethylcyclobutyl)-5-methyl-thiazole-4-carboxamide FC1=NC(=CC(=C1)N(C=1SC(=C(N1)C(=O)NC1C(CC1)(C)C)C)C(COC)=O)F